4-((methyl-(2-(piperidine-4-yl)ethyl)amino)methyl)piperidine CN(CCC1CCNCC1)CC1CCNCC1